COC(=O)[C@H]1N(C(CC1)CC(CC(=O)OCC)=O)C(=O)OC(C)(C)C (2S)-5-(4-ethoxy-2,4-dioxobutyl)pyrrolidine-1,2-dicarboxylic acid 1-(tert-butyl) 2-methyl ester